ClC=1C=C(C=CC1F)NC(N([C@H](C)C1=CNC(C2=CC=CC=C12)=O)CC1CCCC1)=O |r| racemic-3-(3-chloro-4-fluorophenyl)-1-(cyclopentylmethyl)-1-(1-(1-oxo-1,2-dihydroisoquinolin-4-yl)ethyl)urea